C(CCCCCCCCCCCCCCCCCCCCCCCC)C(C(=O)O)N(C(C(=O)O)(C(C)=O)C(C)=O)CC(=O)O pentacosanyl-diacetylnitrilotriacetic acid